6,7-dimethyl-2-((2S)-2-(1-methyl-1H-pyrazol-4-yl)-4-morpholinyl)-4-((4S)-4-(trifluoromethyl)-1-cyclohexen-1-yl)pteridine CC=1N=C2C(=NC(=NC2=NC1C)N1C[C@@H](OCC1)C=1C=NN(C1)C)C1=CC[C@H](CC1)C(F)(F)F